ClC1=C(C(=C(C=C1OC)OC)Cl)C1=NC(=C2C=C(N=CC2=C1)NC1=C(C=CC=C1C)NC(C=C)=O)NCC1COC1 N-(2-((7-(2,6-dichloro-3,5-dimethoxyphenyl)-5-((oxetan-3-ylmethyl)amino)-2,6-naphthyridin-3-yl)amino)-3-methylphenyl)acrylamide